C(C)C1=C(C=C(C(=C1CC)OCCCC)C)O 2,3-diethyl-5-methyl-4-butoxyphenol